tert-butyl (2-(((2R,3R,4R,5S,6S)-6-((7H-purin-6-yl)amino)-4,5-dihydroxy-2-(hydroxymethyl)tetrahydro-2H-pyran-3-yl)amino)-2-oxoethyl)carbamate N1=CN=C2N=CNC2=C1N[C@@H]1[C@H]([C@@H]([C@H]([C@@H](O1)CO)NC(CNC(OC(C)(C)C)=O)=O)O)O